4-(4-chlorophenyl)-2-(1,3-dithian-2-yl)-3-(thiophen-2-yl)-6-(3,4,5-trimethoxyphenyl)-4H-pyran ClC1=CC=C(C=C1)C1C(=C(OC(=C1)C1=CC(=C(C(=C1)OC)OC)OC)C1SCCCS1)C=1SC=CC1